trifluoro bromoethylene dimethyl (2S,3S)-piperazine-2,3-dicarboxylate N1[C@@H]([C@H](NCC1)C(=O)OC)C(=O)OC.FC(=C(Br)F)F